C(#N)N1C[C@@H](C=C2C3=C4C(C[C@@H]12)=CNC4=CC=C3)C(=O)OC methyl (6aR,9R)-7-cyano-4,6,6a,7,8,9-hexahydroindolo[4,3-fg]quinoline-9-carboxylate